7-((6-((3aS,6aS)-hexahydro-pyrrolo[3,4-b]pyrrol-1(2H)-yl)-4-methylpyridin-2-yl)amino)-4-(1-methyl-1H-pyrrolo[2,3-b]pyridin-4-yl)-2,3-dihydro-1H-pyrrolo[3,4-c]pyridin-1-one N1([C@H]2[C@@H](CC1)CNC2)C2=CC(=CC(=N2)NC=2C1=C(C(=NC2)C2=C3C(=NC=C2)N(C=C3)C)CNC1=O)C